COC1=C(C=CC=C1C1=NN(C=N1)C)NC1=NC(=NC=C1C(=O)NC([2H])([2H])[2H])NC=1C=NN(C1)C1CCOCC1 ((2-methoxy-3-(1-methyl-1H-1,2,4-triazol-3-yl)phenyl)amino)-N-(methyl-d3)-2-((1-(tetrahydro-2H-pyran-4-yl)-1H-pyrazol-4-yl)amino)pyrimidine-5-carboxamide